O=C1NC(CCC1N1C(N(C2=C1C=CC(=C2)C2=C(C=C(C=C2)CC(=O)O)C)C)=O)=O 2-[4-[1-(2,6-dioxo-3-piperidyl)-3-methyl-2-oxo-benzimidazol-5-yl]-3-methyl-phenyl]acetic acid